O1COC2=C1C=CC(=C2)C(NS(=O)CC)C2=CC(=C1C=CC=NC1=C2O)Cl N-(benzo[d][1,3]dioxol-5-yl(5-chloro-8-hydroxyquinolin-7-yl)methyl)ethanesulfinamide